tert-butyl 4-(4-(4-chloro-2-(1-(6,7-dihydro-5H-pyrrolo[1,2-c]imidazol-1-yl)-2-oxo-2-(thiazol-2-ylamino)ethyl)-2H-indazol-6-yl)phenyl)piperazine-1-carboxylate ClC=1C2=CN(N=C2C=C(C1)C1=CC=C(C=C1)N1CCN(CC1)C(=O)OC(C)(C)C)C(C(NC=1SC=CN1)=O)C1=C2N(C=N1)CCC2